C(CCCCCCCCCCCCCCCCC)N1N(NC2=C1C=CC=C2)C2=CC(=CC(=C2)C(C2=C(C=CC=C2)O)(C)C)C(C2=CC=CC=C2)(C)C N-octadecyl-2-(2'-hydroxy-3',5'-bis(alpha,alpha-dimethylbenzyl)phenyl)benzotriazole